CARBOMETHOXY ETHER C(=O)(OC)OC(=O)OC